C1(CCCCC1)NC1=C2C(=NC(=N1)NC1=C(C=C(C=C1)N1CCOCC1)OC)NN=C2C=2C=C(C=CC2)NS(=O)(=O)C N-(3-(4-(cyclohexylamino)-6-((2-methoxy-4-morpholinophenyl)amino)-1H-pyrazolo[3,4-d]pyrimidin-3-yl)phenyl)methanesulfonamide